C(C)N(CCO)CC Diethylethanolamin